2-naphthaldehyde-1,3-d2 C1(=C(C(=CC2=CC=CC=C12)[2H])C=O)[2H]